trans-(1R,2R)-1,2-diaminocyclohexane N[C@H]1[C@@H](CCCC1)N